O1CCN(CC1)C(CCNC1=NC(=NC=C1C(F)(F)F)NC1=CC(=CC=C1)OC1CCNCC1)=O 1-Morpholino-3-[[2-[3-(4-piperidyloxy)anilino]-5-(trifluoromethyl)pyrimidin-4-yl]amino]propan-1-one